[C@H]12CN(C[C@H](CC1)N2)C(=O)OCC=C allyl (1R,5S)-3,8-diazabicyclo[3.2.1]octane-3-carboxylate